1-((S)-3-((4-(((S)-1-Phenylethyl)amino)pyrido[3,2-d]pyrimidin-6-yl)oxy)pyrrolidin-1-yl)prop-2-en-1-one C1(=CC=CC=C1)[C@H](C)NC=1C2=C(N=CN1)C=CC(=N2)O[C@@H]2CN(CC2)C(C=C)=O